nicotine di-orotate C(C1=CC(=O)NC(=O)N1)(=O)O.C(C1=CC(=O)NC(=O)N1)(=O)O.N1=CC=CC(=C1)C1N(C)CCC1